(S)-4-chlorobenzyl 4-(piperidin-3-yl)phenylcarbamate N1C[C@@H](CCC1)C1=CC=C(C=C1)NC(OCC1=CC=C(C=C1)Cl)=O